CC(/C=C/O[SiH3])=C (1E)-3-methyl-1,3-butadiene-1-yloxysilane